NC1=C(C(=O)NC(C)C)C=C(C=N1)C1=C(C=C(C=C1)NC(C(C1=CC=CC=C1)N)=O)C 2-amino-5-(4-(2-amino-2-phenylacetamido)-2-methylphenyl)-N-isopropylnicotinamide